N-(4-ethylthiophen-2-yl)-3-methyl-5-oxo-1-phenyl-4,5-dihydro-1H-pyrazole-4-carboxamide C(C)C=1C=C(SC1)NC(=O)C1C(=NN(C1=O)C1=CC=CC=C1)C